FC1=C(N=CC2=C1N=C(N=C2N2CC1(CC(N1)=O)CCC2)OCC21CCCN1CCC2)C2=CC=CC1=CC=CC(=C21)C(F)(F)F 6-(8-fluoro-2-((hexahydro-1H-pyrrolizin-7a-yl)methoxy)-7-(8-(trifluoromethyl)naphthalen-1-yl)pyrido[4,3-d]pyrimidin-4-yl)-1,6-diazaspiro[3.5]nonan-2-one